1,1,1,3,3,3-hexafluoropropan-2-yl (±)-1-((6-cyclopropylpyridin-3-yl)carbamoyl)-6-azaspiro[2.5]octane-6-carboxylate C1(CC1)C1=CC=C(C=N1)NC(=O)[C@@H]1CC12CCN(CC2)C(=O)OC(C(F)(F)F)C(F)(F)F |r|